1-(4-(5-chloro-2-formylphenoxy)phenyl)-N-(2-hydroxyethyl)-1H-imidazole-4-carboxamide ClC=1C=CC(=C(OC2=CC=C(C=C2)N2C=NC(=C2)C(=O)NCCO)C1)C=O